S(=O)(=O)(O)CCC[SiH2]OC 3-sulfopropyl-methoxysilane